C(C)OC(=O)C=1O[C@]([C@H](C1C1=CC(=C(C=C1)F)F)C)(C(F)(F)F)C (4S,5R)-3-(3,4-difluorophenyl)-4,5-dimethyl-5-(trifluoromethyl)-4,5-dihydrofuran-2-carboxylic acid rac-ethyl ester